BrC1=C2C=NN(C2=CC(=C1[C@H]1[C@H](C1)CC#N)Cl)[C@@H]1OCCCC1 |o1:17| rel-2-((1R,2R)-2-(4-bromo-6-chloro-1-(tetrahydro-2H-pyran-2-yl)-1H-indazol-5-yl)cyclopropyl)acetonitrile